(E)-2-cyano-N-hexyl-3-(4-(naphthalen-1-yl)thiophen-2-yl)acrylamide C(#N)/C(/C(=O)NCCCCCC)=C\C=1SC=C(C1)C1=CC=CC2=CC=CC=C12